bis(4-(trimethylsilyl) phenyl) sulfide C[Si](C1=CC=C(C=C1)SC1=CC=C(C=C1)[Si](C)(C)C)(C)C